C(C1=CC=CC=C1)OCCCCC(CN(CCCCO[Si](C)(C)C(C)(C)C)CC(CCCCOCC1=CC=CC=C1)(C)C)(C)C 6-(benzyloxy)-N-(6-(benzyloxy)-2,2-dimethylhexyl)-N-(4-((tert-butyldimethyl-silyl)oxy)butyl)-2,2-dimethylhexan-1-amine